C(C)(C)(C)OC(=O)N1C[C@@H]([C@@H](CC1)CNC1=NC=C(C(=N1)NC1=CC(=CC=C1)NC(C1=CC(=CC=C1)NC(C=C)=O)=O)C(F)(F)F)O (3R,4S)-4-(((4-((3-(3-Acrylamidobenzoylamino)phenyl)amino)-5-(trifluoromethyl)pyrimidin-2-yl)amino)methyl)-3-hydroxypiperidine-1-carboxylic acid tert-butyl ester